(1-bromo-4-methoxynaphthalen-2-yl)(phenyl)methanone BrC1=C(C=C(C2=CC=CC=C12)OC)C(=O)C1=CC=CC=C1